(diethylamino)-N-(2,5-dimethylphenyl)acetamide tert-butyl-3a-(1-(4-fluorophenyl)-6-methyl-1H-indazol-5-yl)-5-methoxy-5-phenylhexahydrocyclopenta[c]pyrrole-2(1H)-carboxylate C(C)(C)(C)OC(=O)N1CC2C(C1)(CC(C2)(C2=CC=CC=C2)OC)C=2C=C1C=NN(C1=CC2C)C2=CC=C(C=C2)F.C(C)N(CC)CC(=O)NC2=C(C=CC(=C2)C)C